1-SEC-BUTYL-1H-IMIDAZOLE-2-CARBALDEHYDE C(C)(CC)N1C(=NC=C1)C=O